N-(8-(methylamino)-5-(5-(2-(methylsulfinyl)ethoxy)benzo[d]oxazol-2-yl)-2,7-naphthyridin-3-yl)cyclopropanecarboxamide CNC=1N=CC(=C2C=C(N=CC12)NC(=O)C1CC1)C=1OC2=C(N1)C=C(C=C2)OCCS(=O)C